C1(CC1)N1N=CC(=C1)[C@]12CNC[C@H](CO1)O2 (1R,5S)-5-(1-cyclopropylpyrazol-4-yl)-6,8-dioxa-3-azabicyclo[3.2.1]octane